2-Chloro-N-((2-(2,6-dioxopiperidin-3-yl)-1-oxoisoindolin-5-yl)methyl)quinoline-4-carboxamide ClC1=NC2=CC=CC=C2C(=C1)C(=O)NCC=1C=C2CN(C(C2=CC1)=O)C1C(NC(CC1)=O)=O